dimethoxy(methyl)silane CO[SiH](C)OC